2,4-bis{4-[(3-dimethylaminobutyl)aminomethyl]phenyl}-7-(4-methoxyphenyl)-7H-pyrrolo[2,3-d]pyrimidine oxalate C(C(=O)O)(=O)O.CN(C(CCNCC1=CC=C(C=C1)C=1N=C(C2=C(N1)N(C=C2)C2=CC=C(C=C2)OC)C2=CC=C(C=C2)CNCCC(C)N(C)C)C)C